COCCN([C@@H]1CN(CC1)C(=O)OC(C)(C)C)C tert-Butyl (S)-3-((2-methoxyethyl)(methyl)amino)pyrrolidine-1-carboxylate